ClC=1C(=NC(=NC1)N[C@@H]1C[C@@H]2CO[C@H]([C@H]1O)O2)C=2C=C(C1=C(N(C(=N1)N1CC(CC1)(F)F)C(C)C)C2)F (1R,3R,4S,5S)-3-((5-chloro-4-(2-(3,3-difluoropyrrolidin-1-yl)-4-fluoro-1-isopropyl-1H-benzo[d]imidazol-6-yl)pyrimidin-2-yl)amino)-6,8-dioxabicyclo[3.2.1]octan-4-ol